tris-(tert-butylphenyl) phosphate CC(C)(C)C1=CC=C(C=C1)OP(=O)(OC2=CC=C(C=C2)C(C)(C)C)OC3=CC=C(C=C3)C(C)(C)C